((S)-1-((2S,4R)-4-hydroxy-2-(((S)-1-(4-(4-Methylthiazol-5-yl)phenyl)ethyl)carbamoyl)pyrrolidin-1-yl)-3,3-dimethyl-1-tert-Butyl oxobutan-2-yl)carbamate O[C@@H]1C[C@H](N(C1)[C@H](C(C(C=O)(C)C)NC([O-])=O)C(C)(C)C)C(N[C@@H](C)C1=CC=C(C=C1)C1=C(N=CS1)C)=O